FC(C(C(C(C(C(C(F)(F)F)(F)F)(F)F)(F)F)(F)F)(F)F)(F)OCCOCCOCCOCCOCCOCCO hexaethylene glycol perfluoroheptyl ether